N,N-Diethylethylamin C(C)N(CC)CC